ClC=1C=C(C=CC1Cl)C1=CC=C(C=C1)C(C)=O 1-(3',4'-dichlorobiphenyl-4-yl)ethanone